C(C)(C)(C)[Si](OCC1=CC=C(C=C1)CC1CCN(CC1)C=1C=NC(=CC1)[N+](=O)[O-])(C)C tert-butyl-dimethyl-[[4-[[1-(6-nitro-3-pyridyl)-4-piperidyl]methyl]-phenyl]methoxy]silane